C1(=CC=C(C=C1)C1=CC(=NN1)N)C 5-(p-tolyl)1H-pyrazol-3-amine